Neodymium iron magnesium oxide [O-2].[Mg+2].[Fe+2].[Nd+3]